4-(aminomethyl)-6-(1-methyl-1H-pyrazol-4-yl)isoquinolin-1(2H)-one NCC1=CNC(C2=CC=C(C=C12)C=1C=NN(C1)C)=O